5',5'-dimethyltetrahydro-1H-spiro[pentalene-2,2'-[1,3]dioxan]-5(3H)-one CC1(COC2(OC1)CC1CC(CC1C2)=O)C